(S)-1-(1-(2-bromophenyl)ethyl)-6-nitro-3,4-dihydroquinolin-2(1H)-one BrC1=C(C=CC=C1)[C@H](C)N1C(CCC2=CC(=CC=C12)[N+](=O)[O-])=O